4-((5-(benzo[b]thiophen-2-yl)-1H-pyrazol-3-yl)amino)-3-ethylphenol S1C2=C(C=C1C1=CC(=NN1)NC1=C(C=C(C=C1)O)CC)C=CC=C2